difluoromethane-sulfonyl chloride FC(S(=O)(=O)Cl)F